trisPhenylsulfonium hexafluorophosphate F[P-](F)(F)(F)(F)F.C1(=CC=CC=C1)[S+](C1=CC=CC=C1)C1=CC=CC=C1